((2r,4S,5S)-5-fluoro-4-hydroxytetrahydro-2H-pyran-2-yl)((S)-1-(4-fluorophenyl)-3,4-dihydroisoquinolin-2(1H)-yl)methanone F[C@@H]1[C@H](C[C@@H](OC1)C(=O)N1[C@H](C2=CC=CC=C2CC1)C1=CC=C(C=C1)F)O